ClC1=C(C=C2C(=C(N(C2=C1F)C)C=1NC(=NN1)[C@H](COC)N1CCOCC1)N1C=NC=C1)OC (R)-4-(1-(5-(6-chloro-7-fluoro-3-(1H-imidazol-1-yl)-5-methoxy-1-methyl-1H-indol-2-yl)-4H-1,2,4-triazol-3-yl)-2-methoxyethyl)morpholine